(R)-5-cyano-2-(4,4-difluoroazepan-1-yl)-4-methyl-N-(3-(S-methylsulfonimidoyl)phenyl)-6-(trifluoromethyl)nicotinamide C(#N)C=1C(=NC(=C(C(=O)NC2=CC(=CC=C2)[S@@](=O)(=N)C)C1C)N1CCC(CCC1)(F)F)C(F)(F)F